5-fluoro-7-methyl-1H-pyrrolo[2,3-c]pyridine-2-carboxylic acid FC=1C=C2C(=C(N1)C)NC(=C2)C(=O)O